tetrahydrothiopyran 1,1-dioxide S1(CCCCC1)(=O)=O